4-(furo[3,2-c]pyridin-4-yl)-N-{(3R,4S)-1-[5-(hydroxymethyl)pyrimidin-2-yl]-4-methoxypyrrolidin-3-yl}benzamide O1C=CC=2C(=NC=CC21)C2=CC=C(C(=O)N[C@@H]1CN(C[C@@H]1OC)C1=NC=C(C=N1)CO)C=C2